3-iodo-6,6-dimethyl-5,7-dihydro-4H-indazole-1-carboxylic acid tert-butyl ester C(C)(C)(C)OC(=O)N1N=C(C=2CCC(CC12)(C)C)I